N-(1-methyl-tetrazol-5-yl)-2-chloro-4-methanesulfonylbenzamide CN1N=NN=C1NC(C1=C(C=C(C=C1)S(=O)(=O)C)Cl)=O